COC=1C=C(C=CC1)C1=NOC(=N1)C1CCN(CC1)C(CNC(C1=CC(=C(C=C1)C)C)=O)=O N-(2-(4-(3-(3-methoxyphenyl)-1,2,4-oxadiazol-5-yl)piperidin-1-yl)-2-oxoethyl)-3,4-dimethylbenzamide